FC(C)(F)C1=CC=C(C=C1)[C@@](C=1C=C(C=NC1)C1=NOC(=N1)C(C)(C)O)(O)C1(CN(C1)C)C 2-(3-{5-[(R)-[4-(1,1-Difluoro-ethyl)-phenyl]-(1,3-dimethyl-azetidin-3-yl)-hydroxy-methyl]-pyridin-3-yl}-[1,2,4]oxadiazol-5-yl)-propan-2-ol